N-(4-chlorobenzyl)-1,6-dioxo-1,3,4,6-tetrahydro-2H-pyrido[1,2-a]pyrazine-7-carboxamide ClC1=CC=C(CNC(=O)C2=CC=C3N(CCNC3=O)C2=O)C=C1